(3S)-3-((6-acetyl-2-(2-(2-propenoyl)-2,6-diazaspiro[3.4]octan-6-yl)-6,7-dihydro-5H-pyrrolo[3,4-d]pyrimidin-4-yl)amino)-N,5-dimethyl-hexanamide C(C)(=O)N1CC=2N=C(N=C(C2C1)N[C@H](CC(=O)NC)CC(C)C)N1CC2(CN(C2)C(C=C)=O)CC1